CN1C(NC(C=2N(C=NC12)C)=O)=O 3,7-dimethylpurine-2,6-dione